{2-tert-butyl-[1,3]oxazolo[4,5-b]pyridin-6-yl}boronic acid C(C)(C)(C)C=1OC=2C(=NC=C(C2)B(O)O)N1